4-glycidoxy-N,N-diglycidyl-benzenesulfonamide C(C1CO1)OC1=CC=C(C=C1)S(=O)(=O)N(CC1CO1)CC1CO1